(3R)-N-Boc-3-amino-4-(2,4,5-trifluorophenyl)butanoic acid C(=O)(OC(C)(C)C)N[C@@H](CC(=O)O)CC1=C(C=C(C(=C1)F)F)F